N,N-dimethylheptadecan-1-aminium C[NH+](CCCCCCCCCCCCCCCCC)C